1'-Benzyl-2,2-dimethyl-2,3-dihydro-1H-spiro[pyrazolo[1,2-a]indazole-9,3'-pyrrolidine]-1,2',5'-trione C(C1=CC=CC=C1)N1C(C2(CC1=O)N1N(C=3C=CC=CC32)CC(C1=O)(C)C)=O